11-ethyl-10-oxo-1,9-diazatricyclo[6.3.1.04,12]dodeca-2,4,6,8(12)-tetraene-2-carboxylic acid ethyl ester C(C)OC(=O)C=1N2C(C(NC=3C=CC=C(C1)C23)=O)CC